FC1(CCN(CC1)C(=O)C1=C(C=C(C=C1)C1=NN=C(N1)C)N1N=C(C=C1)C(C)C)F (4,4-difluoropiperidin-1-yl)-[4-(5-methyl-4H-1,2,4-triazol-3-yl)-2-(3-propan-2-ylpyrazol-1-yl)phenyl]methanone